1-(1-{2-[4-(2,3-dimethylphenyl)piperazin-1-yl]-2-oxoethyl}-1,4,5,6-tetrahydrocyclopenta[c]pyrazole-3-carbonyl)-4-hydroxypiperidine-4-carboxamide CC1=C(C=CC=C1C)N1CCN(CC1)C(CN1N=C(C2=C1CCC2)C(=O)N2CCC(CC2)(C(=O)N)O)=O